CN1C(C(=CC=2CN(CCC12)C)NC=1N=CC2=C(N1)C(=NC=C2)N2CCSCC2)=O 1,6-Dimethyl-3-((8-thiomorpholinopyrido[3,4-d]pyrimidin-2-yl)amino)-5,6,7,8-tetrahydro-1,6-Naphthyridin-2(1H)-one